3-[(4-chloro-6-oxo-pyridazin-1-yl)methyl]-N,N,7-trimethyl-isochromane-6-sulfonamide ClC=1C=NN(C(C1)=O)CC1OCC2=CC(=C(C=C2C1)S(=O)(=O)N(C)C)C